(4-methyl-5-phenylpyridin-3-yl)methanone CC1=C(C=NC=C1C1=CC=CC=C1)C=O